N1=CN=CC2=C1N=CC=N2 PYRIMIDOPYRAZINE